BrC=1C=C(C=CC1OC)C(C(C=C)(F)F)O[Si](CC)(CC)CC ((1-(3-bromo-4-methoxyphenyl)-2,2-difluorobut-3-en-1-yl)oxy)triethylsilane